tert-butyl (R)-4-((3-(1-aminoethyl)phenyl)difluoromethyl)piperidine-1-carboxylate N[C@H](C)C=1C=C(C=CC1)C(C1CCN(CC1)C(=O)OC(C)(C)C)(F)F